1-(((4-chlorobutan-2-yl)oxy)methyl)-2-fluorobenzene ClCCC(C)OCC1=C(C=CC=C1)F